ClC1=CC=C(N=N1)C(=O)NC1CCC(CC1)OC1=C2C=CC=NC2=C(C=C1)C#N 6-chloro-N-((1r,4r)-4-((8-cyanoquinolin-5-yl)oxy)cyclohexyl)pyridazine-3-carboxamide